pregnenediene-20-carboxylic acid C=C(C1=CC=C2[C@@H]3CCC4CCCC[C@]4(C)[C@H]3CC[C@]12C)C(=O)O